1-(2-Methoxy-5-(4-(piperidin-4-yloxy)piperidine-1-carbonyl)phenyl)dihydropyrimidine-2,4(1H,3H)-dione COC1=C(C=C(C=C1)C(=O)N1CCC(CC1)OC1CCNCC1)N1C(NC(CC1)=O)=O